N-(1-(2-Chloro-7-methoxyquinolin-5-yl)cyclopropyl)-2-methyl-5-((1-methylazetidin-2-yl)methoxy)benzamide ClC1=NC2=CC(=CC(=C2C=C1)C1(CC1)NC(C1=C(C=CC(=C1)OCC1N(CC1)C)C)=O)OC